FC1=CC(=CC=2N(C(=NC21)C)C(C)C)C=2C=CN1N=C(N=CC12)N[C@@H]1CC[C@H](CC1)NC trans-N1-(5-(4-fluoro-1-isopropyl-2-methyl-1H-benzo[d]imidazol-6-yl)pyrrolo[2,1-f][1,2,4]triazin-2-yl)-N4-methylcyclohexane-1,4-diamine